3-chloro-5-nitroaniline ClC=1C=C(N)C=C(C1)[N+](=O)[O-]